N,N-dimethyl-4-bromobenzenesulfonamide CN(S(=O)(=O)C1=CC=C(C=C1)Br)C